[K].C1(=CC=CC=C1)O Phenol, Potassium Salt